N12CCN=C2CCC1 1,4-diazabicyclo[3.3.0]oct-4-ene